C(N)(=O)CC[C@@H]([C@@H](C)OCC1=CC=C(C=C1)CCCOCCOCCOCCO)NC(OC(C)(C)C)=O tert-butyl N-[(3S,4R)-1-carbamoyl-4-[[4-(3-[2-[2-(2-hydroxyethoxy)eth-oxy]ethoxy]propyl)phenyl]meth-oxy]pentan-3-yl]carbamate